1-[4-(4,4,5,5-tetramethyl-1,3,2-dioxaborolan-2-yl)phenyl]Cyclopropanecarboxylic acid ethyl ester C(C)OC(=O)C1(CC1)C1=CC=C(C=C1)B1OC(C(O1)(C)C)(C)C